5-((4-methoxy-4-oxobutyl)(4-methoxybenzyl)amino)-2-methylbenzoic acid COC(CCCN(C=1C=CC(=C(C(=O)O)C1)C)CC1=CC=C(C=C1)OC)=O